2-amino-4-((2-methoxyethyl)amino)-5-oxopyridin NC=1N=CC(C(C1)NCCOC)=O